5-(2-ethoxy-7H-pyrrolo[2,3-d]pyrimidin-5-yl)-N-(tetrahydro-2H-pyran-4-yl)pyrazolo[1,5-a]pyridine-3-carboxamide C(C)OC=1N=CC2=C(N1)NC=C2C2=CC=1N(C=C2)N=CC1C(=O)NC1CCOCC1